bis-(N,N-dimethylaminopropyl)amine CN(C)CCCNCCCN(C)C